2-(2-((3R,4R)-3-amino-4-fluoropiperidin-1-yl)-6-fluoro-1H-benzo[d]imidazol-1-yl)-N-(2-methoxyethyl)-N-methylacetamide N[C@@H]1CN(CC[C@H]1F)C1=NC2=C(N1CC(=O)N(C)CCOC)C=C(C=C2)F